CN(C1=CC(=C(C=C1)C)C)C1=CC=C(OC=2N=C(C3=C(N2)C=NC=C3)O)C=C1 2-[4-(N,3,4-trimethylanilino)phenoxy]pyrido[3,4-d]pyrimidin-4-ol